5-thenyl-thiophene-2-aldehyde C1(=CC=CS1)CC1=CC=C(S1)C=O